O=C1NC(CCC1N1C(C2=CC=C(C=C2C1=O)OC1CC(C1)N(C(C)C)CC1CCN(CC1)C1=CC=C(C(=O)O)C=C1)=O)=O 4-[4-[[[3-[2-(2,6-dioxo-3-piperidyl)-1,3-dioxo-isoindolin-5-yl]oxycyclobutyl]-isopropyl-amino]methyl]-1-piperidyl]benzoic acid